tert-butyl 4-[3-[2-(cyclopropoxy)-3-pyridyl]-6-methoxy-pyrazolo[1,5-a]pyrimidin-5-yl]piperazine-1-carboxylate C1(CC1)OC1=NC=CC=C1C=1C=NN2C1N=C(C(=C2)OC)N2CCN(CC2)C(=O)OC(C)(C)C